N-([2,2'-bipyridyl]-6-yl)-N-methylthiazol-2-amine N1=C(C=CC=C1N(C=1SC=CN1)C)C1=NC=CC=C1